N=1N(N=CC1)C1=C(C=CC=C1)C(=O)N1[C@@H]2[C@@H](C[C@H](C1)CC2)OC2=NC=C(C=C2)Br (2-(2H-1,2,3-triazol-2-yl)phenyl)((1S,4R,6R)-6-((5-bromopyridin-2-yl)oxy)-2-azabicyclo[2.2.2]oct-2-yl)methanone